3-{4-[4-(2-ethoxyphenyl)piperazine-1-sulfonyl]phenyl}-1-(pyridin-3-ylmethyl)urea C(C)OC1=C(C=CC=C1)N1CCN(CC1)S(=O)(=O)C1=CC=C(C=C1)NC(NCC=1C=NC=CC1)=O